[Cl-].[Cl-].ClC(C=1C=C(C=CC1)C(=[Zr+2](C1=CC=CC2=C3C(=C4C=5C=CC=CC5CC4=C21)C=CC=C3)C3C=CC=C3)C3=CC(=CC=C3)C(Cl)(Cl)Cl)(Cl)Cl di-(m-trichloromethyl-phenyl)methylene(cyclopentadienyl)(dibenzofluorenyl)zirconium dichloride